(R)-N-(amino(4-((methylamino)methyl)phenyl)(oxo)-λ6-sulfaneylidene)-2-(4-(difluoromethyl)-2,6-diisopropylphenyl)acetamide N[S@](=NC(CC1=C(C=C(C=C1C(C)C)C(F)F)C(C)C)=O)(=O)C1=CC=C(C=C1)CNC